C(C1=CC=CC=C1)[C@H](NC(CNC(CNC(OCC1C2=CC=CC=C2C=2C=CC=CC12)=O)=O)=O)C(NCC(NCOC12CC(C1)(C2)C(=O)OC)=O)=O Methyl (S)-3-((11-benzyl-1-(9H-fluoren-9-yl)-3,6,9,12,15-pentaoxo-2-oxa-4,7,10,13,16-pentaazaheptadecan-17-yl)oxy)bicyclo[1.1.1]pentane-1-carboxylate